3-(2-(5-methyl-1H-pyrrol-2-yl)pyridin-4-yl)-5-(trifluoromethyl)-1,2,4-oxadiazole CC1=CC=C(N1)C1=NC=CC(=C1)C1=NOC(=N1)C(F)(F)F